N1(N=NC=C1)C1=CC=C(COC2=CC=CC(=N2)C=2CCN(CC2)CC2=NC3=C(N2C[C@H]2OCC2)C=C(C=C3)C(=O)O)C=C1 (S)-2-((6-((4-(1H-1,2,3-triazol-1-yl)benzyl)oxy)-3',6'-dihydro-[2,4'-bipyridin]-1'(2'H)-yl)methyl)-1-(oxetan-2-ylmethyl)-1H-benzo[d]imidazole-6-carboxylic acid